ClC1=C(C=CC=2N=C(SC21)C)C2=CNC=1N=C(N(C(C12)=O)C)N1[C@H]2[C@@H](C[C@@H]1CC2)NC 5-(7-Chloro-2-methylbenzo[d]thiazol-6-yl)-3-methyl-2-((1R,2R,4S)-2-(methylamino)-7-azabicyclo[2.2.1]heptan-7-yl)-3,7-dihydro-4H-pyrrolo[2,3-d]pyrimidin-4-one